3-allyloxy-2-hydroxypropane sodium [Na].C(C=C)OCC(C)O